BrC(Br)Cl dibromomethyl chloride